BrC=1N=C2C(=NC1)NC(CN2CCC2CCOCC2)=O 6-bromo-4-(2-(tetrahydro-2H-pyran-4-yl)ethyl)-3,4-dihydropyrazino[2,3-b]Pyrazin-2(1H)-one